FC1=C(C(=CC=C1)OC)[C@@H](N1C(C2=CC=CC=C2C1)=O)C=1NC2=CC=CC=C2C1 (R)-2-((2-fluoro-6-methoxyphenyl)(1H-indole-2-yl)methyl)isoindolin-1-one